2H-benzopyran-7-yl triflate O(S(=O)(=O)C(F)(F)F)C1=CC2=C(C=CCO2)C=C1